[Cl-].C(CC)N1CC=CC=C1 N1-propyl-pyridine chloride